FC1=C(C=C(C(=C1)[N+](=O)[O-])OC)N1CCC(CC1)=O 1-(2-fluoro-5-methoxy-4-nitrophenyl)piperidin-4-one